ClC=1C=C2C=NNC2=CC1OC(C1=NOC(=C1)C)(F)F 3-(((5-chloro-1H-indazol-6-yl)oxy)difluoromethyl)-5-methylisoxazole